O1CCN(CC1)C1=CC(NC(=C1)N1[C@H](CCCCC1)CC=1SC=CC1)=O 4-morpholino-6-[(2R)-2-(2-thienylmethyl)azepan-1-yl]-1H-pyridin-2-one